NC=1C(NC2=C3C=CC=NC3=C(C=C2C1C1=C2C=NNC2=C(C=C1)F)OCCC(F)F)=O 3-Amino-6-(3,3-difluoropropoxy)-4-(7-fluoro-1H-indazol-4-yl)-1H-1,7-phenanthrolin-2-one